tetra-aminocobalt (II) N[Co-2](N)(N)N